(4-(4-amino-7-(3-hydroxycyclopentyl)-7H-pyrrolo[2,3-d]pyrimidin-5-yl)-3-fluorophenyl)-2-oxo-1-phenyl-2,4,6,7-tetrahydro-1H-pyrazolo[5,1-c][1,4]oxazine-3-carboxamide NC=1C2=C(N=CN1)N(C=C2C2=C(C=C(C=C2)C2OCCN1C2=C(C(N1C1=CC=CC=C1)=O)C(=O)N)F)C1CC(CC1)O